1-(2-fluoro-6-(trifluoromethyl)benzyl)-3,4-dimethyl-2-oxo-N-(2,4,6-trifluorobenzyl)-1,2,3,4-tetrahydroquinazoline-7-carboxamide FC1=C(CN2C(N(C(C3=CC=C(C=C23)C(=O)NCC2=C(C=C(C=C2F)F)F)C)C)=O)C(=CC=C1)C(F)(F)F